OC1(COC1)C=1C=C(C=C(C1)N1[C@@H](CCC1)C)C=1N=C2C(=NC1)N(C=C2C=2C=NN(C2)C2CCN(CC2)C)C(=O)OC(C)(C)C tert-butyl (R)-2-(3-(3-hydroxyoxetan-3-yl)-5-(2-methylpyrrolidin-1-yl) phenyl)-7-(1-(1-methylpiperidin-4-yl)-1H-pyrazol-4-yl)-5H-pyrrolo[2,3-b]pyrazine-5-carboxylate